Methyl 4-[3-[2,6-dichloro-4-[3-hydroxy-3-(hydroxymethyl)azetidin-1-yl]benzoyl]-2,4-dihydro-1,3-benzoxazine-8-yl]-5-fluoro-2-(3-oxa-8-azabicyclo[3.2.1]octan-8-yl)benzoate ClC1=C(C(=O)N2COC3=C(C2)C=CC=C3C3=CC(=C(C(=O)OC)C=C3F)N3C2COCC3CC2)C(=CC(=C1)N1CC(C1)(CO)O)Cl